OCC1CC(N(C1)C(=O)OCCCC)C butyl 4-(hydroxymethyl)-2-methylpyrrolidine-1-carboxylate